C1(CC1)C1=NC(=CC(=C1)C1=C(C=C(C#N)C=C1)C1=NN=CN1)N1C(C2=CC(=CC(=C2C1)F)CN1[C@H](CCC1)CF)=O 4-[2-Cyclopropyl-6-(4-fluoro-6-{[(2R)-2-(fluoromethyl)pyrrolidin-1-yl]methyl}-1-oxo-3H-isoindol-2-yl)pyridin-4-yl]-3-(4H-1,2,4-triazol-3-yl)benzonitrile